6-methylimidazo[1,2-a]pyrazine-2-carbaldehyde CC=1N=CC=2N(C1)C=C(N2)C=O